FC1(C(N(C(C(O1)(F)F)(F)F)CC(C(C(F)(F)F)(F)F)(F)F)(F)F)F 2,2,3,3,5,5,6,6-octafluoro-4-(2,2,3,3,4,4,4-heptafluorobutyl)morpholine